[4-(1-methyl-1H-pyrazol-4-yl)-benzyl]-(6-{7-[2-(1-oxetan-3-yl-pyrrolidin-3-yl)-ethoxy]-imidazo[1,2-a]pyridin-3-yl}-pyrimidin-4-yl)-amine CN1N=CC(=C1)C1=CC=C(CNC2=NC=NC(=C2)C2=CN=C3N2C=CC(=C3)OCCC3CN(CC3)C3COC3)C=C1